CC(C)C1=CC=CC=C1OP(=O)(OC2=CC=CC=C2)OC3=CC=CC=C3C(C)C di(isopropylphenyl) phenyl phosphate